CNCCN1N=CC(=C1)C=1C=NC2=CC=C(C=C2C1)C1=C2N(N=C1C1=NC(=CC=C1)C)CCN2.[Cl].[Pb] lead chlorine N-methyl-2-[4-[6-[6-(6-methyl-2-pyridyl)-2,3-dihydro-1H-imidazo[1,2-b]pyrazol-7-yl]-3-quinolyl]pyrazol-1-yl]ethanamine